tert-Butyl 2-(3-(benzyloxy)-6-methylpicolinoyl)pyrrolidine-1-carboxylate tert-Butyl-2-((3-(benzyloxy)-6-methylpyridin-2-yl)(hydroxy)methyl)pyrrolidine-1-carboxylate C(C)(C)(C)OC(=O)N1C(CCC1)C(O)C1=NC(=CC=C1OCC1=CC=CC=C1)C.C(C1=CC=CC=C1)OC=1C(=NC(=CC1)C)C(=O)C1N(CCC1)C(=O)OC(C)(C)C